SCCC[Si](OC)(OC)OC (γ-Mercaptopropyl)-tri-methyloxysilan